C1(=CC=CC=C1)C1=NC(=NC(=N1)C=1C=C2C=3C=C(C=CC3N(C2=CC1)C1=NC=CC=N1)N1C2=CC=CC=C2C=2C=CC=CC12)C=1C=C2C=3C=C(C=CC3N(C2=CC1)C1=NC=CC=N1)N1C2=CC=CC=C2C=2C=CC=CC12 6,6''-(6-phenyl-1,3,5-triazine-2,4-diyl)bis(9-(pyrimidin-2-yl)-9H-3,9'-bicarbazole)